2-(5-(methoxy-d3)-1H-indol-3-yl)-N,N-bis(methyl-d3)-2-oxoacetamide C(OC=1C=C2C(=CNC2=CC1)C(C(=O)N(C([2H])([2H])[2H])C([2H])([2H])[2H])=O)([2H])([2H])[2H]